OCC1CCC2(CCCN12)C(=O)OC Methyl 3-(hydroxymethyl)tetrahydro-1H-pyrrolizine-7a(5H)-carboxylate